NCCCCC(=O)N1CCN(CC1)C1=CC2=C(N(C(=N2)C2=CC(=C(C(=C2)OC)O)O)COCC[Si](C)(C)C)C=C1 5-amino-1-(4-(2-(3,4-dihydroxy-5-methoxyphenyl)-1-((2-(trimethylsilyl)ethoxy)methyl)-1H-benzo[d]imidazol-5-yl)piperazin-1-yl)pentan-1-one